(S)-3-(1-oxo-5-(piperazin-1-yl)isoindolin-2-yl)piperidine-2,6-dione HCl salt Cl.O=C1N(CC2=CC(=CC=C12)N1CCNCC1)[C@@H]1C(NC(CC1)=O)=O